tert-butyl (6-(3-(4-chlorobenzyl)ureido)spiro[3.3]heptan-2-yl)carbamate ClC1=CC=C(CNC(NC2CC3(CC(C3)NC(OC(C)(C)C)=O)C2)=O)C=C1